N(=C=O)[C@H](C(=O)OC)C methyl (S)-2-isocyanato-propanoate